(3-((4-chlorobutanamido)methyl)phenyl)-N-((4'-(dimethylamino)-[1,1'-biphenyl]-4-yl)methyl)cyclohexanecarboxamide ClCCCC(=O)NCC=1C=C(C=CC1)C1(CCCCC1)C(=O)NCC1=CC=C(C=C1)C1=CC=C(C=C1)N(C)C